O=C1N(C=NN1CSC1=CC=C(OCC(=O)OCC)C=C1)C1=CC=C(C=C1)C(F)(F)F Ethyl 2-(4-(((5-oxo-4-(4-(trifluoromethyl)phenyl)-4,5-dihydro-1H-1,2,4-triazol-1-yl)methyl)thio)phenoxy)acetate